C(CS)(=O)OCC(COC(CS)=O)(COCC(COC(CS)=O)(COC(CS)=O)COC(CS)=O)COC(CS)=O dipentaerythritol hexa-cis-thioglycolate